C1[C@H](O[C@@H]([C@@H]([C@H]1O)O)OC2([C@H]([C@@H]([C@H](O2)CO)O)O)CO)CO 4-deoxysucrose